N-[(S)-1-(3-chloro-4-fluorophenyl)ethyl]-4-[(S)-5-methyl-1,4-diazepan-1-yl]-8-cyclopropyl-6-methyl-1,7-diaza-3-naphthamide ClC=1C=C(C=CC1F)[C@H](C)NC(=O)C=1C=NC2=C(N=C(C=C2C1N1CCN[C@H](CC1)C)C)C1CC1